2-bromo-5,6-dihydrobenzo[d]thiazol-7(4H)-one BrC=1SC2=C(N1)CCCC2=O